1-linoleylglycerol phosphate P(=O)(O)(O)OC(COCCCCCCCC\C=C/C\C=C/CCCCC)CO